C[Si](O)(O)O methyl-tri-hydroxyl-silane